ClC=1C=2N(C(=NN1)Cl)C=CC2F 1,4-Dichloro-8-fluoropyrrolo[1,2-d][1,2,4]triazine